FC1(CN(C1)C(=O)NCC(=O)N1C(CC(C1)F)C(=O)NC(C1=CC=CC=C1)C1=NC=C(C=C1)C1CC(C1)(F)F)F 1-{2-[(3,3-difluoroazetidine-1-carbonyl)amino]acetyl}-N-{[5-(3,3-difluorocyclobutyl)pyridin-2-yl](phenyl)methyl}-4-fluoropyrrolidine-2-carboxamide